O[C@@H]1C[C@H](N(C1)C(CC(C)(C)C)=O)C(NCC1=CC=C(C=C1)C1=C(N=CS1)C)=O (S)-1-((2S,4R)-4-Hydroxy-2-((4-(4-methylthiazol-5-yl)benzyl)carbamoyl)pyrrolidin-1-yl)-3,3-dimethyl-1-oxobutan